1-Methyl-6-propyl-1,2-dihydro-3H-benzo[e]indole-3-carboximidamide hydrochloride Cl.CC1CN(C=2C=CC3=C(C12)C=CC=C3CCC)C(N)=N